4-(4-fluoro-3-nitrophenyl)pyrrolidin-2-one FC1=C(C=C(C=C1)C1CC(NC1)=O)[N+](=O)[O-]